(E)-1-(5-carboxypentyl)-2-(2-(7-(dimethylamino)benzo[c][1,2,5]thiadiazol-4-yl)vinyl)-3,3-dimethyl-3H-indol-1-ium-5-sulfonate C(=O)(O)CCCCC[N+]1=C(C(C2=CC(=CC=C12)S(=O)(=O)[O-])(C)C)\C=C\C1=CC=C(C2=NSN=C21)N(C)C